CC1=NC(=CC2=C1N=C(S2)C2=CC(=C1C=C(N=NC1=C2)C2CCNCC2)F)C 7-(4,6-Dimethyl-[1,3]thiazolo[4,5-c]pyridin-2-yl)-5-fluoro-3-(piperidin-4-yl)cinnoline